F[Li].[Mg].[Na] Natrium-Magnesium Fluoro-Lithium